pyrazolo[1,5-a]pyridine-5-carboxylate N1=CC=C2N1C=CC(=C2)C(=O)[O-]